FC1C(CCC(C1)NC)NC1=C2C=C(N(C2=CC=C1)CC(F)(F)F)C#CCNC1=C(C=C(C=C1)S(=O)(=O)C)OC 2-fluoro-N1-(2-{3-[(4-methanesulfonyl-2-methoxyphenyl)amino]prop-1-yn-1-yl}-1-(2,2,2-trifluoroethyl)-1H-indol-4-yl)-N4-methyl-cyclohexane-1,4-diamine